syn-3-(3-dimethylaminomethyl-4-hydroxy-1-phenethyl-piperidin-4-yl)-benzamide CN(C)CC1CN(CCC1(O)C=1C=C(C(=O)N)C=CC1)CCC1=CC=CC=C1